N-((1r,3r)-3-(3-chloro-4-cyanophenoxy)-2,2,4,4-tetramethylcyclobutyl)-4-(piperazin-1-yl)benzamide hydrochloride Cl.ClC=1C=C(OC2C(C(C2(C)C)NC(C2=CC=C(C=C2)N2CCNCC2)=O)(C)C)C=CC1C#N